3-bromo-5-chloro-4-fluoro-1-((2-(trimethylsilyl)ethoxy)methyl)-1H-pyrrolo[2,3-c]Pyridine BrC1=CN(C2=CN=C(C(=C21)F)Cl)COCC[Si](C)(C)C